COC1=CC=C(C(=O)N2CCC(CC2)C(=O)N2N=CCC2C2=CC=CC=C2)C=C1 (1-(4-methoxybenzoyl)piperidin-4-yl)(5-phenyl-4,5-dihydro-1H-pyrazol-1-yl)methanone